[1-oxo-7-[(1-tetrahydropyran-2-ylpyrazolo[3,4-b]pyridin-5-yl)amino]isoindolin-2-yl]-N-[(1S)-2,2,2-trifluoro-1-methyl-ethyl]acetamide O=C1N(CC2=CC=CC(=C12)NC=1C=C2C(=NC1)N(N=C2)C2OCCCC2)CC(=O)N[C@H](C(F)(F)F)C